(3-bromoanilino)spiro[cyclohexane-1,1'-indene]-4-carboxylic acid BrC=1C=C(NC=2C3(C4=CC=CC=C4C2)CCC(CC3)C(=O)O)C=CC1